[Sn](I)(I)I.[Pb] lead-tin triiodide